(R)-1-amino-1-phenyl-2-methoxyethane N[C@@H](COC)C1=CC=CC=C1